2-(7-(dimethylamino)-2-oxo-2H-chromen-4-yl)-N-(4-sulfamoylphenethyl)acetamide CN(C1=CC=C2C(=CC(OC2=C1)=O)CC(=O)NCCC1=CC=C(C=C1)S(N)(=O)=O)C